ClC1=C(C=C(C=C1)NC(CC(C1=CC(=CC=C1)C(F)(F)F)C(F)(F)F)=O)C(=O)NCC1=C(C=C(C=C1)F)F N-[4-chloro-3-[[(2,4-difluorophenyl)methylamino]carbonyl]phenyl]-β,3-bis(trifluoromethyl)benzenepropanamide